4-(4-cyano-3-methylphenyl)-3',6'-dihydro-[3,4'-bipyridine]-1'(2'H)-carboxylic acid tert-butyl ester C(C)(C)(C)OC(=O)N1CCC(=CC1)C=1C=NC=CC1C1=CC(=C(C=C1)C#N)C